The molecule is the (S)-enantiomer of 2-(4-chloro-2-methylphenoxy)propanoic acid; the inactive stereoisomer of the racemic herbicide mecoprop. It is a conjugate acid of a (S)-2-(4-chloro-2-methylphenoxy)propanoate. It is an enantiomer of a (R)-mecoprop. CC1=C(C=CC(=C1)Cl)O[C@@H](C)C(=O)O